6-hydroxy-2-(p-hydroxyphenyl)benzo[b]thien-3-yl-p-(2-piperidinoethoxy)phenyl ketone hydrochloride Cl.OC=1C=CC2=C(SC(=C2C2=C(C=CC(=C2)OCCN2CCCCC2)C(=O)C2=C(C=C(C=C2)OCCN2CCCCC2)C=2C3=C(SC2C2=CC=C(C=C2)O)C=C(C=C3)O)C3=CC=C(C=C3)O)C1